(5-amino-8-bromo-3-methylcinnolin-6-yl)-[7-fluoro-1-(oxan-2-yl)indazol-4-yl]methanone NC1=C2C=C(N=NC2=C(C=C1C(=O)C1=C2C=NN(C2=C(C=C1)F)C1OCCCC1)Br)C